N1(CCCCC1)C(=O)C=1C=C(CC2=CC=C(C=C2)NC(OC(C)(C)C)=O)C=CC1 tert-butyl (4-(3-(piperidine-1-carbonyl)benzyl)-phenyl)-carbamate